ClC(C(OC1[C@H](OC(C2=CC=CC=C2)=O)[C@@H](OC(C2=CC=CC=C2)=O)[C@H](OC(C2=CC=CC=C2)=O)[C@H](O1)COC(C1=CC=CC=C1)=O)=N)(Cl)Cl 2,3,4,6-tetra-O-benzoyl-glucopyranosyl trichloroacetimidate